2-(2-fluoro-4-methylphenyl)-4-(prop-2-yl)-5-(1H-pyrrolo[2,3-b]pyridin-4-yl)-1H-pyrrole-3-carboxamide FC1=C(C=CC(=C1)C)C=1NC(=C(C1C(=O)N)C(C)C)C1=C2C(=NC=C1)NC=C2